(5S,6R)-5-(4-(4-(dimethoxymethyl)piperidin-1-yl)phenyl)-6-phenyl-6,7,8,9-tetrahydro-5H-benzo[7]annulene-2-carboxylic acid COC(C1CCN(CC1)C1=CC=C(C=C1)[C@@H]1[C@@H](CCCC2=C1C=CC(=C2)C(=O)O)C2=CC=CC=C2)OC